1-(bicyclo[1.1.1]pentan-1-yl)-4-((5-(2-fluorophenyl)isoxazol-3-yl)methyl)-1,4-dihydropyrazine-2,3-dione C12(CC(C1)C2)N2C(C(N(C=C2)CC2=NOC(=C2)C2=C(C=CC=C2)F)=O)=O